(S)-(6-(4-(2-methoxyphenyl)piperidin-1-yl)-2-azaspiro[3.4]oct-2-yl)(oxetan-3-yl)methanone COC1=C(C=CC=C1)C1CCN(CC1)[C@@H]1CC2(CN(C2)C(=O)C2COC2)CC1